D-2-Phospho-Glyceric Acid P(=O)(O)(O)OC(C(=O)O)CO